FC(C=1C=C(C=C(C1)C(F)(F)F)[C@@H]1[C@@H](N(C(O1)=O)C(=O)NCC1=CC=CC=2N1N=CC2)C)(F)F (4S,5R)-5-[3,5-bis(trifluoromethyl)phenyl]-4-methyl-2-oxo-N-(pyrazolo[1,5-a]pyridin-7-ylmethyl)-1,3-oxazolidine-3-carboxamide